3-(imidazol-1-yl)-5-methoxy-N-[2-(trifluoromethyl)pyridin-4-yl]benzamide N1(C=NC=C1)C=1C=C(C(=O)NC2=CC(=NC=C2)C(F)(F)F)C=C(C1)OC